1,2-dicarboxycyclohexane monohydroxyethyl-acrylate OCCOC(C=C)=O.C(=O)(O)C1C(CCCC1)C(=O)O